C(C)S(=O)(=O)C1=CC(=C(C=C1)NCC#CC=1N(C2=CC=CC(=C2C1)NC1CCC(CC1)N(C)C)CC(F)(F)F)OC (1R,4R)-N4-[2-(3-{[4-(ethanesulfonyl)-2-methoxyphenyl]amino}prop-1-yn-1-yl)-1-(2,2,2-trifluoroethyl)-1H-indol-4-yl]-N1,N1-dimethylcyclohexane-1,4-diamine